CC1=CN=C2SC=CN21 5-methylimidazo[2,1-b]thiazole